Methyl 5-(3-ethoxyphenyl)-1-[(2-ethoxyphenyl)methyl]-1H-pyrazole-3-carboxylate C(C)OC=1C=C(C=CC1)C1=CC(=NN1CC1=C(C=CC=C1)OCC)C(=O)OC